rhodium dicarbonyl-acetonyl-acetone C(=O)=CC(=O)C(CC(=O)C)=C=O.[Rh]